C(C)(C)(C)OC(=O)N1CC(=CC1)C=1N=NC(=CC1)NC(CC1=NC=CC=C1)=O 3-(6-(2-(pyridin-2-yl)acetylamino)pyridazin-3-yl)-2H-pyrrole-1(5H)-carboxylic acid tert-butyl ester